tert-butyl N-[2-hydroxy-1-(oxetan-3-yl)ethyl]carbamate OCC(C1COC1)NC(OC(C)(C)C)=O